1-(4-methoxybenzyl)-3-nitro-1H-1,2,4-triazole COC1=CC=C(CN2N=C(N=C2)[N+](=O)[O-])C=C1